C(COCCOCCOCCOCCOCCOCCOCCOCCOCCO)O DECAETHYLENE GLYCOL